Chloro-(2-dicyclohexylphosphino-2',4',6'-triisopropyl-1,1-biphenyl) ClC=1C(=C(C=CC1)C1=C(C=C(C=C1C(C)C)C(C)C)C(C)C)P(C1CCCCC1)C1CCCCC1